C(#N)[C@@H]1[C@H](CN(C12CC2)C(=O)[C@@H]2CC[C@H]1N2C([C@H](CCC1)NC(OC(C)(C)C)=O)=O)C=1C=NC=C(C1)OC tert-butyl ((3S,6S,9aS)-3-((6S,7R)-7-cyano-6-(5-methoxypyridin-3-yl)-4-azaspiro[2.4]heptane-4-carbonyl)-5-oxooctahydro-1H-pyrrolo[1,2-a]azepin-6-yl)carbamate